2-(2-bromophenyl)-5-methylpyridine BrC1=C(C=CC=C1)C1=NC=C(C=C1)C